3-methyl-1H-pyrazolo[4,3-d]pyrimidin-7-amine CC1=NNC2=C1N=CN=C2N